IC1=CC=C(C=C1)CCCC(=O)N[C@@H](CCCCN)C(=O)O (4-(4-iodophenyl)butanoyl)lysine